11-((tert-Butoxycarbonyl)amino)undecyl 4-methylbenzenesulfonate CC1=CC=C(C=C1)S(=O)(=O)OCCCCCCCCCCCNC(=O)OC(C)(C)C